5-[4-(2-propenylbenzoylamino)phenyl]-1H-naphtho[1,2-b][1,4]diazepine-2,4(3H,5H)-dione C(=CC)C1=C(C(=O)NC2=CC=C(C=C2)N2C3=C(NC(CC2=O)=O)C2=CC=CC=C2C=C3)C=CC=C1